COC(CN1C(C2=CC=C(C=C2C2(CC2)C1)Br)=O)=O.ClC1=C(C(=O)NC(NC2=CC=C(C=C2)S(=O)(=O)CC=2C=C3CNCC3=CC2)=O)C=C(C=C1)N1CCOCC1 2-chloro-N-((4-((isoindolin-5-ylmethyl)sulfonyl)phenyl)carbamoyl)-5-morpholinobenzamide methyl-2-(6-bromo-1-oxo-spiro[3H-isoquinoline-4,1'-cyclopropane]-2-yl)acetate